COC=1C=CC(=NC1)C(C(=O)NC1=CC=CC=C1)(C)C1=CC=CC=C1 (5-methoxypyridin-2-yl)-N,2-diphenylpropanamide